(S)-1-(3-((6-(4-hydroxyphenyl)-1H-indazol-4-yl)oxy)pyrrolidin-1-yl)propan-2-yn-1-one OC1=CC=C(C=C1)C1=CC(=C2C=NNC2=C1)O[C@@H]1CN(CC1)C(C#C)=O